ClC1=C(C=CC=C1C1=C(C(=NC=C1)NC1=C(C(=CC=C1)CNCCO)F)Cl)C1=CC=C(C(=N1)OC)CNCC1CCC(N1)=O 5-((((6-(2-chloro-3-(3-chloro-2-((2-fluoro-3-(((2-hydroxyethyl)amino)methyl)phenyl)amino)pyridin-4-yl)phenyl)-2-methoxypyridin-3-yl)methyl)amino)methyl)pyrrolidin-2-one